(4-fluoro-3-(hydroxymethyl)phenyl)pyrrolidine-1-carboxylic acid tert-butyl ester C(C)(C)(C)OC(=O)N1C(CCC1)C1=CC(=C(C=C1)F)CO